benzyl 4-(8-tert-butoxycarbonyl-3,8-diazabicyclo[3.2.1]octan-3-yl)-2-chloro-6,8-dihydro-5H-pyrido[3,4-d]pyrimidine-7-carboxylate C(C)(C)(C)OC(=O)N1C2CN(CC1CC2)C=2C1=C(N=C(N2)Cl)CN(CC1)C(=O)OCC1=CC=CC=C1